C(C1=CC=CC=C1)OC1=C(C=C(C=O)C=C1)OCC1CC1 4-(benzyloxy)-3-(cyclopropylmethoxy)benzaldehyde